2-(4-hydroxybutyl)malonic acid OCCCCC(C(=O)O)C(=O)O